4-[5-(6-methoxypyrimidin-4-yl)-1H-pyrazole-3-carbonyl]-4-azaspiro[2.5]octane-7-carboxylic acid COC1=CC(=NC=N1)C1=CC(=NN1)C(=O)N1C2(CC2)CC(CC1)C(=O)O